tert-butyl (R)-2-(7-((2-((tert-butyldimethylsilyl)oxy) ethyl)sulfonyl)-2-(3-(3-methoxy-2,2-dimethyl-3-oxopropyl)phenyl)-2,6,6-trimethylheptanoyl)-1-methylhydrazine-1-carboxylate [Si](C)(C)(C(C)(C)C)OCCS(=O)(=O)CC(CCC[C@](C(=O)NN(C(=O)OC(C)(C)C)C)(C)C1=CC(=CC=C1)CC(C(=O)OC)(C)C)(C)C